C(C1CO1)OCC1=CC=CC=C1 glycidyl-oxyphenyl-methane